C(=O)O.N1CCCC=C1 tetrahydropyridine formate